4-Hydroxyphenylpyruvat OC1=CC=C(C=C1)CC(C(=O)[O-])=O